O1CCN(CC1)CC1=CC=C(C=C1)C#CC1=CC=C(C=C1)C=1C(=NOC1)CC=1C(=NC=CC1)C(C)O 1-(3-((4-(4-((4-(morpholino-methyl)phenyl)ethynyl)phenyl)isoxazol-3-yl)methyl)pyridin-2-yl)ethan-1-ol